ClCC(=O)N1CC(C1)F 2-Chloro-1-(3-fluoro-azetidin-1-yl)-ethanone